FC(CN1C(=NC2=C1C=C(C=C2)C=2C(=CN1N=C(N=C(C12)OC)N[C@H]1C(CN(CC1)C(CO)=O)(F)F)F)C)F (R)-1-(4-((5-(1-(2,2-difluoroethyl)-2-methyl-1H-benzo[d]imidazol-6-yl)-6-fluoro-4-methoxypyrrolo[2,1-f][1,2,4]triazin-2-yl)amino)-3,3-difluoropiperidin-1-yl)-2-hydroxyethan-1-one